N1(CCCC1)C1CCCCCCCCCC1 pyrrolidinocycloundecane